di-(5-butylphenyl)phosphonium tetrafluoroborate F[B-](F)(F)F.C(CCC)C=1C=CC=C(C1)[PH2+]C1=CC=CC(=C1)CCCC